BrCCCC1=NC(=NO1)C1=CC=C(C=C1)C 5-(3-Bromopropyl)-3-(4-methylphenyl)-1,2,4-oxadiazole